C(C)(C)(C)C=1C=C(C=C(C1)F)[C@H](C)NC(=O)C1=CC=C2C=C(N(C2=C1)C)C (S)-N-(1-(3-(tert-butyl)-5-fluorophenyl)ethyl)-1,2-dimethyl-1H-indole-6-carboxamide